N-[(1r,3r)-3-[8-(pyridin-4-yl)-3,8-diazabicyclo[3.2.1]octane-3-carbonyl]cyclobutyl]quinolin-5-amine N1=CC=C(C=C1)N1[C@H]2CN(CC1CC2)C(=O)C2CC(C2)NC=2C=1C=CC=NC1C=CC2